3-ethylisothiazole C(C)C1=NSC=C1